NC1=NC(=C(C=2N1C=C(N2)C(=O)N2CC(C2)O)C2=CN(C(C=C2)=O)CC)C=2C=C(C#N)C=CC2 3-(5-amino-8-(1-ethyl-6-oxo-1,6-dihydropyridin-3-yl)-2-(3-hydroxyazetidine-1-carbonyl)imidazo[1,2-c]pyrimidin-7-yl)benzonitrile